((5-((S)-4-bromo-5-chloro-6-fluoro-2-phenyl-2,3-dihydrobenzofuran-2-yl)-1-(tert-butylsulfonyl)-3-methylpyrrolidin-3-yl)oxy)methyl pivalate C(C(C)(C)C)(=O)OCOC1(CN(C(C1)[C@@]1(OC2=C(C1)C(=C(C(=C2)F)Cl)Br)C2=CC=CC=C2)S(=O)(=O)C(C)(C)C)C